ClC1=NC=CC(=C1Cl)C1=NC(=C(C=C1)CN(C(OC(C)(C)C)=O)C[C@H](C)O)OC tert-butyl (S)-((2',3'-dichloro-6-methoxy-[2,4'-bipyridin]-5-yl)methyl)(2-hydroxypropyl)carbamate